3-isopropyl-bipyridine C(C)(C)C=1C(=NC=CC1)C1=NC=CC=C1